3,3-dimethylbutanoate CC(CC(=O)[O-])(C)C